[Si](C)(C)(C(C)(C)C)OCC=1C(=C(C=NC1)B(O)O)C 5-((tert-butyldimethylsilyloxy)methyl)-4-methylpyridin-3-ylboronic acid